(R)-9-(4-((1-(3-cyano-2-methylphenyl)ethyl)amino)-7-methoxy-2-methylquinazolin-6-yl)-3,9-diazaspiro[5.5]undecane-3-carboxylic acid tert-butyl ester C(C)(C)(C)OC(=O)N1CCC2(CC1)CCN(CC2)C=2C=C1C(=NC(=NC1=CC2OC)C)N[C@H](C)C2=C(C(=CC=C2)C#N)C